COC(=O)C=1C(N(C=CC1C(=O)OC)C)=O.C1(=CC=CC=C1)C1=CC(=NC(=N1)C=1C(=C(C=CC1)C=1C(=CC=CC1)C1=CC=CC=C1)C1=CC=CC=2C3=CC=CC=C3C3=CC=CC=C3C12)C1=CC=CC=C1 (diphenylpyrimidineyl)(triphenyleneyl)terbenzene dimethyl-1-methyl-2-oxo-1,2-dihydropyridine-3,4-dicarboxylate